imidazo[1,5-a]pyrazine-7-carboxylate C1=NCN2C1=CN(C=C2)C(=O)[O-]